C(C1=CC=CC=C1)OC1=C(C=C(C(=O)N2C(CC(C2)F)C(=O)N2C(CCC2)C#N)C=C1F)F 1-[1-(4-benzyloxy-3,5-difluoro-benzoyl)-4-fluoro-pyrrolidine-2-carbonyl]-pyrrolidine-2-carbonitrile